7-(3-(benzyloxy)-8-ethyl-7-fluoronaphthalen-1-yl)-8-fluoro-2-(((2R,7aS)-2-fluorotetrahydro-1H-pyrrolizin-7a(5H)-yl)methoxy)-4-(2,2,2-trifluoroethoxy)pyrido[4,3-d]pyrimidine C(C1=CC=CC=C1)OC=1C=C(C2=C(C(=CC=C2C1)F)CC)C1=C(C=2N=C(N=C(C2C=N1)OCC(F)(F)F)OC[C@]12CCCN2C[C@@H](C1)F)F